8-iodopyrido[3,2-d]pyrimidin-4-amine IC1=CC=NC2=C1N=CN=C2N